NC1=CC(=C2CN(C(C2=C1)=O)CC(C#N)=C)C=1C=NC=C(C1)OC 2-{[6-amino-4-(5-methoxypyridin-3-yl)-1-oxo-2,3-dihydro-1H-isoindol-2-yl]methyl}prop-2-enenitrile